FC1=C(C=C(C=C1)[C@H]1[C@@H](C1)C=1C=NC(=NC1)C1=NC=CC=N1)N1CCCC1 trans-5-(2-(4-fluoro-3-(pyrrolidin-1-yl)phenyl)cyclopropyl)-2,2'-bipyrimidine